ethyl 3-bromo-2,2-dimethylpropionate BrCC(C(=O)OCC)(C)C